1-(4-chlorobenzyl)-3-(4-(1-(6-methylnicotinoyl)piperidin-4-yl)butyl)urea ClC1=CC=C(CNC(=O)NCCCCC2CCN(CC2)C(C2=CN=C(C=C2)C)=O)C=C1